C(C)(C)(C)OC(=O)N1CC(C1)N1N=CC=2C=NC(=CC21)Cl.FC2=C(C(=C(C(=C2[2H])[2H])C=2NC1=CC=CC=C1C2C(C(=O)N[C@@H]2C(NC[C@H]2O)=O)C)[2H])[2H] (2-(4-fluorophenyl-2,3,5,6-d4)-1H-indol-3-yl)-N-((3s,4r)-4-hydroxy-2-oxopyrrolidin-3-yl)propionamide tert-butyl-3-(6-chloro-1H-pyrazolo[4,3-c]pyridin-1-yl)azetidine-1-carboxylate